(3,3'-difluoro-[2,2'-bithiophene]-5,5'-diyl)bis(trimethylstannane) FC1=C(SC(=C1)[Sn](C)(C)C)C=1SC(=CC1F)[Sn](C)(C)C